FC(OC=1C=CC(=C(C1)O)C1=C2C(=C(N=N1)NC1COC(C1)(C)C)C=NC=C2)F 5-(difluoromethoxy)-2-(4-((5,5-dimethyltetrahydrofuran-3-yl)amino)pyrido[3,4-d]pyridazin-1-yl)phenol